2-[6-[(2S)-2-(fluoromethyl)morpholin-4-yl]pyridazin-3-yl]-3-methyl-5-(trifluoromethyl)phenol FC[C@@H]1CN(CCO1)C1=CC=C(N=N1)C1=C(C=C(C=C1C)C(F)(F)F)O